3-iodo-6-[1-methyl-1-(5-methyl-4H-1,2,4-triazol-3-yl)ethyl]pyrazolo[1,5-a]pyridine IC=1C=NN2C1C=CC(=C2)C(C)(C2=NN=C(N2)C)C